C1CC12CCN(CC2)C=2C=C(N)C=CC2/C(=C/C=2C=C1C=CC=NC1=C(C2)N2CCC(CC2)(F)F)/F 3-{6-azaspiro[2.5]octane-6-yl}-4-[(1Z)-2-[8-(4,4-difluoropiperidin-1-yl)quinolin-6-yl]-1-fluorovinyl]aniline